2-chloro-5-(difluoromethoxy)-4-(1H-pyrrol-2-yl)pyrimidine lithium 7-(((1-methylcyclopropyl)amino)methyl)-1H-pyrazolo[4,3-b]pyridine-5-carboxylate CC1(CC1)NCC1=C2C(=NC(=C1)C(=O)[O-])C=NN2.[Li+].ClC2=NC=C(C(=N2)C=2NC=CC2)OC(F)F